(4,5-dichloro-1,2-phenylene)bis(methylene) (E,E)-bis(N'-(3-chloro-4-fluorophenyl)carbamimidothioate) ClC=1C=C(C=CC1F)\N=C(/N)\SCC1=C(C=C(C(=C1)Cl)Cl)CSC(N)=NC1=CC(=C(C=C1)F)Cl